5-[(7R)-1-fluoro-3-hydroxy-7-{[(3R)-3-hydroxybutyl]amino}-5,6,7,8-tetrahydronaphthalen-2-yl]-1λ6,2,5-thiadiazolidine-1,1,3-trione FC1=C(C(=CC=2CC[C@H](CC12)NCC[C@@H](C)O)O)N1CC(NS1(=O)=O)=O